F[C@@](C(=O)N1[C@@H]([C@@H]2[C@H](C1)CCC2)C(=O)N[C@H](C[C@@H]2C(NCC2)=O)C(CF)=O)(C)C2=CC(=CC=C2)F (1S,3aR,6aS)-2-((S)-2-fluoro-2-(3-fluorophenyl)propanoyl)-N-((R)-4-fluoro-3-oxo-1-((R)-2-oxopyrrolidin-3-yl)butan-2-yl)octahydrocyclopenta[c]pyrrole-1-carboxamide